tert-Butyl N-(3-{[(tert-butoxycarbonyl)amino]methyl}benzoyl)glycyl-6-(2,5-dioxo-2,5-dihydro-1H-pyrrol-1-yl)-L-norleucinate C(C)(C)(C)OC(=O)NCC=1C=C(C(=O)NCC(=O)N[C@@H](CCCCN2C(C=CC2=O)=O)C(=O)OC(C)(C)C)C=CC1